O=C1N(CC=2C=C3C(=CC12)CC1(O3)CNC1)C1C(NC(CC1)=O)=O 3-(5'-oxo-5',7'-dihydrospiro[azetidine-3,2'-furo[2,3-f]isoindol]-6'(3'H)-yl)piperidine-2,6-dione